C(C)(C)(C)OC(=O)NC1=C(C(=NC(=C1)Cl)OC)CCC(=O)OCC ethyl 3-(4-((tert-butoxycarbonyl)amino)-6-chloro-2-methoxypyridin-3-yl)propanoate